7-methoxy-2-(tetrahydro-2H-pyran-2-yl)-2H-indazole-5-carboxylic acid COC1=CC(=CC2=CN(N=C12)C1OCCCC1)C(=O)O